S1C2=C(C=C1C1=CC=C(C=C1)C1=CC3=C(C=C1)C=1SC4=C(C1S3)C=CC(=C4)C4=CC=C(C=C4)C4=CC3=C(S4)C=CC=C3)C=CC=C2 2,7-bis(4-(benzo[b]thiophen-2-yl)phenyl)[1]benzothieno[3,2-b][1]benzothiophene